C1(CC1)NC(CC1N(C(CC1)=O)CC1=CC=C(C=C1)C)=O N-cyclopropyl-2-[1-[(4-methylphenyl)methyl]-5-oxopyrrolidin-2-yl]acetamide